COC=1C=C(C=NC1OC)\N=C\C1C(OC(OC1=O)(C)C)=O 5-[(E)-(5,6-dimethoxy-3-pyridyl)iminomethyl]-2,2-dimethyl-1,3-dioxane-4,6-dione